FC(C1=CC=C(C=C1)C1=C2C(=C(N=N1)N[C@H]1[C@@H](CNC1)CO)N=CC=C2)(F)F ((3R,4S)-4-((5-(4-(trifluoromethyl)phenyl)pyrido[2,3-d]pyridazin-8-yl)amino)pyrrolidin-3-yl)methanol